4-(4-bromo-2-fluorophenyl)-6-nitro-3,4-dihydroquinazoline-4,7-diamine BrC1=CC(=C(C=C1)C1(NC=NC2=CC(=C(C=C12)[N+](=O)[O-])N)N)F